C1(=CC=CC=C1)S(=O)(=O)C(C#N)OC phenylsulfonyl-methoxy-acetonitrile